ClC=1C=C(C=CC1C(=O)N1CCN(CC1)C(=O)C1CCNCC1)NC(=O)C=1N(C(=CN1)C=1C(=NN(C1)C1=NC=CC=C1C(F)(F)F)C(F)(F)F)C N-[3-chloro-4-[4-(piperidine-4-carbonyl)piperazine-1-carbonyl]phenyl]-1-methyl-5-[3-(trifluoromethyl)-1-[3-(trifluoromethyl)-2-pyridyl]pyrazol-4-yl]imidazole-2-carboxamide